N1=C([CH2+]=CC=C1)S(=O)(=O)[O-].O.[Pd] palladium hydrate 3-pyridiniumsulfonate